1-[2-methoxy-4-(trifluoromethyl)phenyl]-3H-pyrido[3,4-d]pyridazin-4-one COC1=C(C=CC(=C1)C(F)(F)F)C=1C2=C(C(NN1)=O)C=NC=C2